trichloroacetic acid, amide ClC(C(=O)N)(Cl)Cl